N[C@@H]1C2=CC=CC=C2CC12CCN(CC2)C=2NC(C1=C(N2)NN=C1C(=C)C1=CSC=C1)=O (S)-6-(1-amino-1,3-dihydro-spiro[inden-2,4'-piperidin]-1'-yl)-3-(1-(thiophen-3-yl)vinyl)-1,5-dihydro-4H-pyrazolo[3,4-d]pyrimidin-4-one